O=C1N(C[C@@H](C1)CCC)[C@H](C(=O)O)CC (S)-2-((R)-2-oxo-4-propyl-pyrrolidinyl)butyric acid